2,3,4,5-tetramethyl-cyclopentadiene CC1=CC(C(=C1C)C)C